1,3-Bis(citraconimidomethyl)benzol C1(C(C)=CC(N1CC1=CC(=CC=C1)CN1C(C(C)=CC1=O)=O)=O)=O